C(=O)(O)C1(CCC1)C1=C(C(=O)O)C=CC=C1 2-(1-carboxycyclobutyl)benzoic acid